tert-butyl-N-[3-({[(1R,2R,3S,4R)-4-[5-(4-benzylthiophen-2-yl)pyrrolo[2,3-d]pyrimidin-7-yl]-2,3-dihydroxycyclopentyl]methyl}amino)propyl]-N-{2-[4-(trifluoromethyl)phenyl]ethyl}carbamate C(C)(C)(C)OC(N(CCC1=CC=C(C=C1)C(F)(F)F)CCCNC[C@@H]1[C@H]([C@H]([C@@H](C1)N1C=C(C2=C1N=CN=C2)C=2SC=C(C2)CC2=CC=CC=C2)O)O)=O